1-tert-butoxycarbonyl-4-hydroxy-4-methyl-pyrrolidine-2-carboxylic acid C(C)(C)(C)OC(=O)N1C(CC(C1)(C)O)C(=O)O